CS(=O)(=O)C=1C=C(C=CC1)C1=CC=C(C=C1)C1=CC(=NN1CC(=O)OCC)C(F)(F)F ethyl 2-(5-(3'-(methylsulfonyl)-[1,1'-biphenyl]-4-yl)-3-(trifluoromethyl)-1H-pyrazol-1-yl)acetate